6-(2-((1H-indazol-5-yl)amino)-6-methylpyrimidin-4-yl)-N-(pyridazin-4-yl)-1H-indole-2-carboxamide N1N=CC2=CC(=CC=C12)NC1=NC(=CC(=N1)C1=CC=C2C=C(NC2=C1)C(=O)NC1=CN=NC=C1)C